N,5-Dihydroxy-2-((5-(4-(trifluoromethyl)phenyl)oxazol-2-yl)amino)isonicotinimidamide ONC(C1=CC(=NC=C1O)NC=1OC(=CN1)C1=CC=C(C=C1)C(F)(F)F)=N